ethyl 2-(2-((5-(3-(aminomethyl)phenyl)-2-methylbenzo[1,2-b:3,4-b']difuran-3-yl)methoxy)phenyl)acetate NCC=1C=C(C=CC1)C1=CC2=C(OC(=C2COC2=C(C=CC=C2)CC(=O)OCC)C)C2=C1OC=C2